[5-chloro-4-methyl-2-[[(1S)-1-(2-pyrimidin-2-yl-1,2,4-triazol-3-yl)ethyl]carbamoylamino]phenyl] methanesulfonate CS(=O)(=O)OC1=C(C=C(C(=C1)Cl)C)NC(N[C@@H](C)C=1N(N=CN1)C1=NC=CC=N1)=O